3-(4-(5-bromo-1-(tetrahydro-2H-pyran-2-yl)-1H-1,2,4-triazol-3-yl)piperazin-1-yl)-6-(1-methyl-1H-pyrazol-4-yl)pyrazolo[1,5-a]pyridine BrC1=NC(=NN1C1OCCCC1)N1CCN(CC1)C=1C=NN2C1C=CC(=C2)C=2C=NN(C2)C